4-(9-ethyl-2,8-bis(1H-pyrazol-1-yl)-9H-purin-6-yl)morpholine tert-butyl-4-(4,4,5,5-tetramethyl-1,3,2-dioxaborolan-2-yl)-3,6-dihydro-2H-pyridine-1-carboxylate C(C)(C)(C)OC(=O)N1CCC(=CC1)B1OC(C(O1)(C)C)(C)C.C(C)N1C2=NC(=NC(=C2N=C1N1N=CC=C1)N1CCOCC1)N1N=CC=C1